diphosphoric acid triethylamine salt C(C)N(CC)CC.P(=O)(O)(O)OP(=O)(O)O